ClC1=C(OCCCl)C(=CC(=C1)Cl)Cl (2,4,6-trichlorophenoxy)ethyl chloride